methanesulfonyl-(tri-tert-butylphosphino)(2'-methylamino-1,1'-biphenyl-2-yl)palladium (II) CS(=O)(=O)[Pd-](C1=C(C=CC=C1)C1=C(C=CC=C1)NC)P(C(C)(C)C)(C(C)(C)C)C(C)(C)C